7-methyl-2'-O-[2,2-dimethyl-(R/S)-1-(2-nitrophenyl) propyloxy]Methyl guanosine-5'-diphosphate triethylammonium salt C(C)[NH+](CC)CC.P([O-])(=O)(OP(=O)([O-])[O-])OC[C@@H]1[C@H]([C@H]([C@@H](O1)N1C=[N+](C=2C(=O)NC(N)=NC12)C)OCO[C@H](C(C)(C)C)C1=C(C=CC=C1)[N+](=O)[O-])O.C(C)[NH+](CC)CC |&1:37|